COCCCNC1=NC(=NC=C1C(=O)N)NC=1C=NN(C1)C 4-[(3-methoxypropyl)amino]-2-[(1-methyl-1H-pyrazol-4-yl)amino]pyrimidine-5-carboxamide